NC1=CC=C(CSC2=NC(=C(C(=C2C#N)CC)C#N)N2CCN(CCC2)C)C=C1 2-((4-aminobenzyl)thio)-4-ethyl-6-(4-methyl-1,4-diazepan-1-yl)pyridine-3,5-dicarbonitrile